6-(dimethylamino)-2-[(2-methoxyphenyl)amino]-8-phenyl-5-[2-(triisopropylsilyl)ethynyl]pyrido[2,3-d]pyrimidin-7-one CN(C1=C(C2=C(N=C(N=C2)NC2=C(C=CC=C2)OC)N(C1=O)C1=CC=CC=C1)C#C[Si](C(C)C)(C(C)C)C(C)C)C